NC[C@H](C1=CC(=CC=C1)Cl)NC(=O)C=1N=CN(C1)C1=NC(=NC=C1C)NC1CC(C1)(F)F (S)-N-(2-Amino-1-(3-chlorophenyl)ethyl)-1-(2-((3,3-difluorocyclobutyl)-amino)-5-methylpyrimidin-4-yl)-1H-imidazole-4-carboxamide